N1(CCCCC1)C1=CC=C(N=N1)NC(OC1=CC=CC=C1)=O phenyl (6-(piperidin-1-yl)pyridazin-3-yl)carbamate